(E)-3-[4-[2-(5-Ethylpyridin-2-yl)ethoxy]phenyl]-1-(4-hydroxyphenyl)prop-2-en-1-one C(C)C=1C=CC(=NC1)CCOC1=CC=C(C=C1)/C=C/C(=O)C1=CC=C(C=C1)O